BrC1=CC(=C(C=C1)C(C(C)C)=O)OCC 1-(4-bromo-2-ethoxyphenyl)-2-methylpropan-1-one